(S)- or (R)-2-(4-cyano-2-cyclopropyl-6-isopropylphenyl)-N-(4-((dimethylamino)methyl)phenylsulfonimidoyl)acetamide C(#N)C1=CC(=C(C(=C1)C(C)C)CC(=O)N[S@@](=O)(=N)C1=CC=C(C=C1)CN(C)C)C1CC1 |o1:15|